3,6-dichloro-4-vinylpyridazine ClC=1N=NC(=CC1C=C)Cl